(S)-5-bromo-2-(1-cyclopropylethyl)-7-fluoroisoindol-1-one BrC=1C=C2CN(C(C2=C(C1)F)=O)[C@@H](C)C1CC1